F[C@]1(CN(CC[C@H]1O)C1=NC=CC(=N1)NC=1N=CC2=C(N=CC(=C2C1)C(C)C)N1CC[C@]12CN(CC2)C)C (3S,4R)-3-fluoro-1-(4-((5-isopropyl-8-((R)-6-methyl-1,6-diazaspiro[3.4]octan-1-yl)-2,7-naphthyridin-3-yl)amino)pyrimidin-2-yl)-3-methylpiperidin-4-ol